NCCOCCOCCOCCOCNC(CNC(OCC1C2=CC=CC=C2C=2C=CC=CC12)=O)=O (9H-fluoren-9-yl)methyl (16-amino-2-oxo-5,8,11,14-tetraoxa-3-azahexadecyl)carbamate